2-methyl-2-((methylthio)methyl)-5-phenyl-4-(4-methylphenyl)sulfonyl-2,3-dihydrofuran CC1(OC(=C(C1)S(=O)(=O)C1=CC=C(C=C1)C)C1=CC=CC=C1)CSC